2-(isopropylamino)ethyl (S)-6-diazo-2-((S)-2-methoxypropanamido)-5-oxohexanoate [N+](=[N-])=CC(CC[C@@H](C(=O)OCCNC(C)C)NC([C@H](C)OC)=O)=O